BrC1=CC(=NC=C1)C(CC)Br 4-bromo-2-(1-bromo-1-propyl)pyridine